CC(=O)N[C@@H]1[C@H]([C@@H]([C@H](O[C@H]1O)CO)O)O n-acetylglucosamine